tert-Butyl (S)-(5,5,5-trifluoro-1-(7-formylimidazo[1,2-b]pyridazin-2-yl)-4,4-dimethylpentyl)carbamate FC(C(CC[C@@H](C=1N=C2N(N=CC(=C2)C=O)C1)NC(OC(C)(C)C)=O)(C)C)(F)F